[Cl-].OC1=NC(=NC(=N1)N1CN(C=C1)C1=CC=C(C=C1)C#N)N1CN(C=C1)C1=CC=C(C=C1)C#N 3,3'-(6-hydroxy-1,3,5-triazine-2,4-diyl)bis(1-(4-cyanophenyl)-1H-imidazole) chloride